piperazine-1-carboxylic acid oxetan-3-yl ester O1CC(C1)OC(=O)N1CCNCC1